N-(2-((5-((cyclopropylmethyl)(methyl)amino)-7-(2,6-dichloro-3,5-dimethoxyphenyl)-2,6-naphthyridin-3-yl)amino)-3-methylphenyl)acrylamide C1(CC1)CN(C1=C2C=C(N=CC2=CC(=N1)C1=C(C(=CC(=C1Cl)OC)OC)Cl)NC1=C(C=CC=C1C)NC(C=C)=O)C